C(C)(C)(C)OC(=O)N1CCC=2C3=C(C(NC2C1)=O)C=CC=C3 6-oxo-1,4,5,6-tetrahydrobenzo[c][1,7]Naphthyridine-3(2H)-carboxylic acid tert-butyl ester